N1N=BC=C1 diazaborol